CC1(C(C=CC=C1)C)CC(=O)N 1,2-dimethylphenylacetamide